di-β-naphthyl-para-phenylenediamine C1=C(C=CC2=CC=CC=C12)NC1=CC=C(C=C1)NC1=CC2=CC=CC=C2C=C1